4'-biphenylphthalaldehyde C1(=CC=CC=C1)C1=CC=C(C=C1)C=1C=CC=C(C1C=O)C=O